ethyl 3-heptyldec-2-enoate C(CCCCCC)C(=CC(=O)OCC)CCCCCCC